tert-butyl 6-(4-bromo-5-cyano-1-methyl-1H-benzo[d]imidazol-6-yl)-2,6-diazaspiro[3.4]octane-2-carboxylate BrC1=C(C(=CC=2N(C=NC21)C)N2CC1(CN(C1)C(=O)OC(C)(C)C)CC2)C#N